CS(=O)(=O)O.CC=1C=CC(N(C1)C1=NC(=C(N=C1C)C)C)=O 5-methyl-1-(3,5,6-trimethylpyrazin-2-yl)pyridin-2(1H)-one methanesulfonate